COC=1C=CC(=NC1)S(=O)(=O)Cl 5-methoxypyridine-2-sulfonyl chloride